BrC=1C=CC=2C3=C[C@H](CN([C@@H]3CC=3C2C1NC3Br)C)C(=O)N(CC)CC (6aR,9R)-3,5-dibromo-N,N-diethyl-7-methyl-4,6,6a,7,8,9-hexahydroindolo[4,3-fg]quinoline-9-carboxamide